2-Ferrocenyl-4-phenyl-6-hydroxyquinoline [C-]1(C=CC=C1)C1=NC2=CC=C(C=C2C(=C1)C1=CC=CC=C1)O.[CH-]1C=CC=C1.[Fe+2]